CC1(C2=CC(=CC=C2C=2C=CC(=CC12)N(C1=CC=CC=C1)C1=CC=CC=C1)C1=CC=C(C=C1)C1=NC2=C(N1C1=CC=CC=C1)C=CC=C2)C 9,9-Dimethyl-N,N-diphenyl-7-(4-(1-phenyl-1H-benzo[d]imidazol-2-yl)phenyl)-9H-fluoren-2-amine